O1CCN(CC1)NP([O-])[O-] morpholino-phosphoramidite